C(C1=C(C(=CC(=C1)CCCCCCCCC)C(C1=CC=CC=C1)C)O)C1=C(C(=CC(=C1)CCCCCCCCC)C(C1=CC=CC=C1)C)O 2,2'-Methylen-bis-[6-(α-methylbenzyl)-4-nonylphenol]